COCCC1=NC(=NO1)C=1C(=C(C=CC1)NC1=CC=NC=C1C(=O)NC)OC 4-((3-(5-(methoxyethyl)-1,2,4-oxadiazol-3-yl)-2-methoxyphenyl)amino)-N-methylnicotinamide